C(C)(=O)NCC=1C=C(C=CC1)C=1C=C2C(=NC1)NC=C2/C=C/C(=O)N[C@H](C)C2=CC(=C(C=C2)OC)OC (R,E)-3-(5-(3-(acetamidomethyl)phenyl)-1H-pyrrolo[2,3-b]pyridin-3-yl)-N-(1-(3,4-dimethoxyphenyl)ethyl)acrylamide